N-(4-(4,4-difluoropiperidin-1-yl)pyrimidin-2-yl)-6-((2-hydroxyethyl)sulfonamido)-2-(6-azaspiro[2.5]octan-6-yl)nicotinamide FC1(CCN(CC1)C1=NC(=NC=C1)NC(C1=C(N=C(C=C1)NS(=O)(=O)CCO)N1CCC2(CC2)CC1)=O)F